Methyl 4-(4-(3-(3-nitrophenyl)ureido)phenoxy)benzoate [N+](=O)([O-])C=1C=C(C=CC1)NC(NC1=CC=C(OC2=CC=C(C(=O)OC)C=C2)C=C1)=O